S(CC1OC1)CC1OC1 2,2'-[thiobis(methylene)]Dioxirane